ClC1=C2C(=NC(=C1)NCC1=C(C=C(C=C1)OC)OC)C(N(C2C2=C(C=CC(=C2)F)Cl)CC2=CC=C(C=C2)OC)=O 4-chloro-5-(2-chloro-5-fluorophenyl)-2-{[(2,4-dimethoxyphenyl)methyl]amino}-6-[(4-methoxyphenyl)methyl]-6,7-dihydro-5H-pyrrolo[4,3-b]pyridin-7-one